N,N-dioleoyl-N,N-dimethyl-ammonium chloride [Cl-].C(CCCCCCC\C=C/CCCCCCCC)(=O)[N+](C)(C)C(CCCCCCC\C=C/CCCCCCCC)=O